ClC=1C=C2C=3C=CC=CC3CC(C2=CC1)OC(=O)C 6-chloro-9-acetoxyl-9,10-dihydrophenanthrene